C(C)(=O)[O-].C[NH+]1CC(CCC1)CCC 1-Methyl-3-propylpiperidinium acetat